C(C1=CC(O)=C(O)C(O)=C1)(=O)O[C@@H]1[C@H]([C@H](O)O[C@@H]([C@H]1O)COC(C1=CC(O)=C(O)C(O)=C1)=O)O 3,6-di-O-galloyl-beta-D-glucose